N1=C(C=C2COCCN21)N\C(\C)=C\2/C(NC1=CN=C(C=C12)C=1C=NC=CC1C)=O (Z)-3-(1-((6,7-Dihydro-4H-pyrazolo[5,1-c][1,4]oxazin-2-yl)amino)ethylidene)-5-(4-methylpyridin-3-yl)-1H-pyrrolo[2,3-c]pyridin-2(3H)-one